OC(CC1=C(C=2N(N=C1C(=O)N)C=CC2)CC2=CC=C(C=C2)C=2C=NN(C2)C)(C)C [2-hydroxy-2-methyl-propyl]4-[4-(1-methyl-1H-pyrazol-4-yl)-benzyl]-pyrrolo[1,2-b]pyridazine-2-carboxamide